FC1CN(C1)CCCOC1=CC=2N(C=C1)C=CN2 7-[3-(3-fluoro-azetidin-1-yl)-propoxy]-imidazo[1,2-a]pyridin